tert-Butyl 7-(6-chloro-2-{[(2R,7aS)-2-fluorotetrahydro-1H-pyrrolizin-7a(5H)-yl]methoxy}pyrimidin-4-yl)-3-oxa-7,9-diazabicyclo[3.3.1]nonane-9-carboxylate ClC1=CC(=NC(=N1)OC[C@]12CCCN2C[C@@H](C1)F)N1CC2COCC(C1)N2C(=O)OC(C)(C)C